C(CN(CC(=O)O)CC(=O)O)N(CC(=O)O)CC(=O)O.[Ca] monocalcium ethylenediaminetetraacetic acid